[Si](C)(C)(C(C)(C)C)OC1CN(CCN(C1)C(=O)OC(C)(C)C)C1=NC=C(C=N1)O tert-Butyl 6-((tert-butyldimethylsilyl)oxy)-4-(5-hydroxypyrimidin-2-yl)-1,4-diazepane-1-carboxylate